BrC1=C(C=C(C=C1)C(C)=N[S@@](=O)C(C)(C)C)F (S)-N-[1-(4-bromo-3-fluoro-phenyl)ethylidene]-2-methyl-propane-2-sulfinamide